6-(benzyloxy)-2,3-dibromobenzo[b]thiophene 1-oxide C(C1=CC=CC=C1)OC=1C=CC2=C(S(C(=C2Br)Br)=O)C1